C[Si](O[Si](O)(C)C)(O)C 1,1,3,3-tetramethyldisiloxane-1,3-diol